S1C2=C(C(=C1)C=1C=C(SC1C)C(CCC(=O)O)=O)C=CC=C2 4-(4-(benzo[b]thiophen-3-yl)-5-methylthiophen-2-yl)-4-oxobutyric acid